BrC1=CNC(C2=CN=CC=C12)=O 4-bromo-2H-2,7-naphthyridin-1-one